O.CO Methanol, Hydrate